NC1=CC=C(C=C1)N1C(CN(CC1)C)=O 1-(4-aminophenyl)-4-methylpiperazin-2-one